pentamethyldisilane C[SiH]([Si](C)(C)C)C